Cyclooctandiol C1(CCCCCCC1)(O)O